[Al].[Pd].[Pt].[Au] gold-platinum-palladium aluminum